CC(C(C(C)=O)=O)C 4-methyl-2,3-pentanedione